C(C1=CC=CC=C1)O[C@H]1[C@@H]([C@@H](O[C@]1(C#C)COCC1=CC=CC=C1)N1C(NC(C(=C1)F)=O)=O)O[Si](C)(C)C 1-[(2R,3S,4S,5R)-4-(benzyloxy)-5-[(benzyloxy)methyl]-5-ethynyl-3-[(trimethylsilyl)oxy]oxolan-2-yl]-5-fluoro-3H-pyrimidine-2,4-dione